CC1=C(CCl)C(=CC(=C1)C)C 2,4,6-trimethyl-benzyl chloride